OC1=C(C=CC=C1)S(=O)(=O)O 2-hydroxybenzenesulfonic acid